C1(CCC1)CN1C2=C(NC(C1=O)=O)COCC2 1-(cyclobutylmethyl)-4,5,7,8-tetrahydropyrano[3,4-b]pyrazine-2,3-dione